ClC=1C=C(C=C2C(=C(C=NC12)C#N)N[C@H](CCO)C1=CC=CC=C1)N[C@@H](C=1C=NC=CC1)C=1N=NN(C1)C1COC1 8-chloro-4-(((R)-3-hydroxy-1-phenylpropyl)amino)-6-(((S)-(1-(oxetan-3-yl)-1H-1,2,3-triazol-4-yl)(pyridin-3-yl)methyl)amino)quinoline-3-carbonitrile